N-(2-((Dimethylamino)methyl)quinolin-8-yl)-2,4,5-trifluorobenzenesulfonamide CN(C)CC1=NC2=C(C=CC=C2C=C1)NS(=O)(=O)C1=C(C=C(C(=C1)F)F)F